N-carbamimidoyl-2-(2,3',4-trichloro-4'-ethoxy-[1,1'-biphenyl]-3-yl)acetamide C(N)(=N)NC(CC=1C(=C(C=CC1Cl)C1=CC(=C(C=C1)OCC)Cl)Cl)=O